2-(6-(m-Tolyl)-2-azaspiro[3.3]heptane-2-carbonyl)-7-oxa-5-azaspiro[3.4]octan-6-one C1(=CC(=CC=C1)C1CC2(CN(C2)C(=O)C2CC3(C2)NC(OC3)=O)C1)C